C([C@@H]1[C@H]([C@@H]([C@H]([C@H](O1)OP(=O)(O)O)O)O)O)OP(=O)(O)O d-glucose 1,6-diphosphate